C(C)OC(=O)C=1N(N=C(C1)Br)CCN.FC=1C(=NC(=CC1)C)\C=C\[N+](=O)[O-] (E)-3-fluoro-6-methyl-2-(2-nitrovinyl)pyridine ethyl-2-(2-aminoethyl)-5-bromo-pyrazole-3-carboxylate